C[C@@H]1CN(C[C@H](N1)C)[C@@H](C(=O)NC=1C=CC=C2C(=CNC12)C1=NC(=NC=C1F)NC1=C(C(=CC=C1)S(=O)(=O)C)F)CC (R)-2-((3R,5R)-3,5-dimethylpiperazin-1-yl)-N-(3-(5-fluoro-2-((2-fluoro-3-(methyl-sulfonyl)phenyl)amino)pyrimidin-4-yl)-1H-indol-7-yl)butanamide